C(CC)NP(N)(N)=O N-(n-propyl)phosphoric acid triamide